CC=1NC(C(=C(N1)C)CN1C=NC(=C(C1=O)OC1=C(C=C(C#N)C=C1C)C)C(F)(F)F)=O 4-((1-((2,4-dimethyl-6-oxo-1,6-dihydropyrimidin-5-yl)methyl)-6-oxo-4-(trifluoromethyl)-1,6-dihydropyrimidin-5-yl)oxy)-3,5-dimethylbenzonitrile